3-iodo-5-(1H-pyrazol-1-yl)aniline IC=1C=C(N)C=C(C1)N1N=CC=C1